N1C=NC=C1CC(=O)N1CC2=CC=CC(=C2CC1)C1=CC=C(C=C1)C(F)(F)F 2-(1H-imidazol-5-yl)-1-(5-(4-(trifluoromethyl)-phenyl)-3,4-dihydroisoquinolin-2(1H)-yl)ethan-1-one